(S)-((1-(tert-butoxycarbonyl)pyrrolidin-3-yl)methyl)triphenylphosphonium iodide [I-].C(C)(C)(C)OC(=O)N1C[C@H](CC1)C[P+](C1=CC=CC=C1)(C1=CC=CC=C1)C1=CC=CC=C1